2,4-dimethoxynitrobenzene COC1=CC(=C(C=C1)[N+](=O)[O-])OC